4-[[5-(2-quinolinyl)tetrazol-2-yl]methyl]benzohydroxamic acid N1=C(C=CC2=CC=CC=C12)C=1N=NN(N1)CC1=CC=C(C(=O)NO)C=C1